NC1=C(C=C(C=N1)C1=NN2C(=C1)[C@@]1(CN(CC1)C(=O)N[C@H](C)C=1C=NC=C(C1)F)OCC2)C#N |&1:12| (rac)-2-(6-amino-5-cyanopyridin-3-yl)-N-[(1R)-1-(5-fluoropyridin-3-yl)ethyl]-6,7-dihydrospiro[pyrazolo[5,1-c][1,4]oxazine-4,3'-pyrrolidine]-1'-carboxamide